(S)-3-((2-amino-5-(5-(2-cyanopropan-2-yl)-2-methoxybenzyl)-6-methylpyrimidin-4-yl)amino)heptanoic acid tert-butyl ester C(C)(C)(C)OC(C[C@H](CCCC)NC1=NC(=NC(=C1CC1=C(C=CC(=C1)C(C)(C)C#N)OC)C)N)=O